ClC1=CC(=C(C=C1)\N=C(/COCCC)\N1C=NC=C1)C(F)(F)F (E)-1-(1-((4-chloro-2-(trifluoromethyl)phenyl)imino)-2-propoxyethyl)-1H-imidazole